4'-[3-(2H-1,2,3,4-tetrazol-5-yl)benzamido]-[1,1'-biphenyl] N=1NN=NC1C=1C=C(C(=O)NC2=CC=C(C=C2)C2=CC=CC=C2)C=CC1